2-[(3R)-3-aminopyrrolidin-1-yl]ethyl 6-[5-(6-methyl-2-pyridyl)-1H-pyrazol-4-yl]quinoline-3-carboxylate CC1=CC=CC(=N1)C1=C(C=NN1)C=1C=C2C=C(C=NC2=CC1)C(=O)OCCN1C[C@@H](CC1)N